N-(6-(2,2-difluoroethoxy)-2,2-dimethyl-2,3-dihydrobenzofuran-5-yl)pyrazolo[1,5-a]pyrimidine-3-carboxamide FC(COC1=CC2=C(CC(O2)(C)C)C=C1NC(=O)C=1C=NN2C1N=CC=C2)F